2-bromo-5-(1-methyl-4-(trifluoromethyl)-1H-imidazol-2-yl)thiazole BrC=1SC(=CN1)C=1N(C=C(N1)C(F)(F)F)C